N-[4-(aminomethyl)phenyl]-1,1-difluoro-methanesulfonamide hydrochloride Cl.NCC1=CC=C(C=C1)NS(=O)(=O)C(F)F